C1(CC1)C[C@@H](C(=O)O)NC(C(=O)NC1=C(C=CC=C1)F)=O (S)-3-cyclopropyl-2-(2-((2-fluorophenyl)amino)-2-oxoacetamido)propanoic acid